CC1(C(C(C1O)(CC(C)C)C)O)CC(C)C 2,4-dimethyl-2,4-di-isobutylcyclobutane-1,3-diol